N-(3-Chloro-4-fluorophenyl)-4-(5-(4-fluoro-3-(2-hydroxy-2-methylpropoxy)-1-methyl-1H-pyrazol-5-yl)-5-hydroxyoctahydropentalen-2-yl)-1-methyl-1H-imidazole-5-carboxamide ClC=1C=C(C=CC1F)NC(=O)C1=C(N=CN1C)C1CC2CC(CC2C1)(O)C1=C(C(=NN1C)OCC(C)(C)O)F